methyl (7,7-dimethyl-2-oxobicyclo[2.2.1]heptan-1-yl)methanesulfonate CC1(C2(C(CC1CC2)=O)CS(=O)(=O)OC)C